1-(2-methoxyethyl)-3-methylacridin COCCC1=CC(=CC2=NC3=CC=CC=C3C=C12)C